N1=C(C=CC=C1)C(=O)[O-].[Dy+3].N1=C(C=CC=C1)C(=O)[O-].N1=C(C=CC=C1)C(=O)[O-] dysprosium picolinate